O=C(COCCOCCOCCOCC(=O)O)OCC 14-oxo-3,6,9,12,15-pentaoxaheptadecanoic acid